terephthalyl alcohol diacrylate C(C=C)(=O)OCC1=CC=C(COC(C=C)=O)C=C1